15-Heptadecenoic acid C(CCCCCCCCCCCCCC=CC)(=O)O